(2R,3S)-3-((5-fluoro-2-(2-methoxy-7-methylquinoxalin-5-yl)benzo[d]thiazol-6-yl)oxy)butan-2-yl (2-(((R)-2-hydroxypropyl)carbamoyl)pyridin-4-yl)carbamate O[C@@H](CNC(=O)C1=NC=CC(=C1)NC(O[C@H](C)[C@H](C)OC1=CC2=C(N=C(S2)C2=C3N=CC(=NC3=CC(=C2)C)OC)C=C1F)=O)C